ClC1=CC=C(C=C1)C1=NN(CC1C1=CC=CC=C1)C(=O)NS(N(CC)CC)(=O)=O 3-(4-chlorophenyl)-N-(N,N-diethylsulfamoyl)-4-phenyl-4,5-dihydro-1H-pyrazole-1-carboxamide